(2-(1H-indol-3-yl)-1H-imidazol-4-yl-5-d)(4-methoxy-3,5-bis(methoxy-d3)phenyl)methanone N1C=C(C2=CC=CC=C12)C=1NC(=C(N1)C(=O)C1=CC(=C(C(=C1)OC([2H])([2H])[2H])OC)OC([2H])([2H])[2H])[2H]